C(C)N(C(C(F)(F)F)=O)C[C@@H](C)O (R)-N-ethyl-2,2,2-trifluoro-N-(2-hydroxypropyl)acetamide